P(=O)(OC(C1=C(C(=C(C=C1C)C)CC)C)=O)(OC1=CC=CC=C1)[O-] ethyl(2,4,6-trimethylbenzoyl) phenyl phosphate